C(C(C(F)(F)F)F)(C(C(F)(F)F)(F)F)F 2,3-dihydroperfluoropentane